7-((4-(2-methyl-6-(cyclopropylcarbamoyl)pyridin-3-yl)piperazin-1-yl)methyl)pyrrolo[1,2-a]quinoxalin-4(5H)-one CC1=NC(=CC=C1N1CCN(CC1)CC=1C=C2NC(C=3N(C2=CC1)C=CC3)=O)C(NC3CC3)=O